2-[5-ethylsulfonyl-6-[6-(trifluoromethyl)pyrazolo[4,3-c]pyridin-2-yl]-3-pyridyl]-2-methyl-propanenitrile C(C)S(=O)(=O)C=1C=C(C=NC1N1N=C2C(C=NC(=C2)C(F)(F)F)=C1)C(C#N)(C)C